ClC1=CN=C2N1N=C(C=C2)C2=CNC=1N=C(N=CC12)N 5-(3-chloroimidazo[1,2-b]pyridazin-6-yl)-7H-pyrrolo[2,3-d]pyrimidin-2-amine